ClC=1C=CC(=C2C=NN(C(C12)=O)C)CC1CC2(CN(C2)C\C(=C\C=2C=NNC(C2)=O)\C)C1 8-chloro-2-methyl-5-[[2-[(E)-2-methyl-3-(6-oxo-1H-pyridazin-4-yl)allyl]-2-azaspiro[3.3]heptan-6-yl]methyl]phthalazin-1-one